3-(5-(((1s,2r)-2-morpholinocyclopentyl)oxy)-1-oxoisoindolin-2-yl)piperidine-2,6-dione O1CCN(CC1)[C@H]1[C@H](CCC1)OC=1C=C2CN(C(C2=CC1)=O)C1C(NC(CC1)=O)=O